N4-(2-hydroxy-4-methoxy-benzyl)-cyclohexane-1,4-diamine OC1=C(CNC2CCC(CC2)N)C=CC(=C1)OC